NC1(CCN(CC1)C=1N(C(C2=C(N1)NN=C2C#CC2=CC(=CC=C2)C(F)(F)F)=O)C)C 6-(4-amino-4-methylpiperidin-1-yl)-5-methyl-3-((3-(trifluoromethyl)phenyl)ethynyl)-1,5-dihydro-4H-pyrazolo[3,4-d]pyrimidin-4-one